[O-2].[Zr+4].[Ce+3] cerium-Zirconium oxide